{2-[4-amino-7-(1H-pyrazol-3-yl)-2H-pyrazolo[3,4-c]quinolin-2-yl]ethyl}-1-phenylurea NC1=NC=2C=C(C=CC2C=2C1=NN(C2)CCN(C(=O)N)C2=CC=CC=C2)C2=NNC=C2